CC(CC)NC(=O)C1(CC1)C(=O)NC1=CC=CC=C1 N'-butan-2-yl-N-phenylcyclopropane-1,1-dicarboxamide